CC1=CC(=NC(=C1)C)C=1C(=CN2N=C(N=C(C21)O)C=2N(C=CN2)C)C2=C(C(=CC=C2)OC)C 5-(4,6-dimethylpyridin-2-yl)-6-(3-methoxy-2-methylphenyl)-2-(1-methyl-1H-imidazol-2-yl)pyrrolo[2,1-f][1,2,4]triazin-4-ol